3-(methyl)-1,3-propanediamine CC(CCN)N